CC(CCC(C)C)NC1=CC=C(C=C1)NC(CCC(C)C)C N,N'-bis-(1,4-dimethyl-pentyl)-p-phenylenediamine